Cyclopropyl (R)-2-(((benzyloxy)carbonyl)amino)-3-(7-methylthieno[3,2-b]pyridine-2-carboxamido)propanoate C(C1=CC=CC=C1)OC(=O)N[C@@H](C(=O)OC1CC1)CNC(=O)C1=CC2=NC=CC(=C2S1)C